3,3-dimethylbutan-1-one CC(CC=O)(C)C